3-(6-(1-((1H-pyrrolo[2,3-b]pyridin-3-yl)methyl)-1H-1,2,3-triazol-4-yl)2-aminopyrimidin-4-yl)-2-methylbenzonitrile N1C=C(C=2C1=NC=CC2)CN2N=NC(=C2)C2=CC(=NC(=N2)N)C=2C(=C(C#N)C=CC2)C